FC1=CC=C(C=C1)C1=NC=NN1C=1C=CC=2N(C1)C(=CN2)C=2C=CC(=NC2)NC([O-])=O N-[5-[6-[5-(4-fluorophenyl)-1,2,4-triazol-1-yl]imidazo[1,2-a]pyridin-3-yl]-2-pyridyl]carbamate